1-(3-acetylphenyl)-3-(2-((dimethylamino)methyl)-3-(2-methoxyethyl)-4-oxo-3,4-dihydroquinazolin-6-yl)urea C(C)(=O)C=1C=C(C=CC1)NC(=O)NC=1C=C2C(N(C(=NC2=CC1)CN(C)C)CCOC)=O